O=C1N(CCC(N1)=O)C1=CC=C2CCN(C2=C1)C(=O)NC 6-(2,4-Dioxotetrahydropyrimidine-1(2H)-yl)-N-methylindoline-1-carboxamide